ClC1=CC(=C(O[C@H](C(=O)OC(C)(C)C)CC)C=C1)C1=NOCC1OCCCC tert-butyl (2S)-2-[4-chloro-2-(4-butoxy-4,5-dihydroisoxazol-3-yl)phenoxy]butanoate